S1C(=NC2=C1C=CC=C2)C([C@H](C[C@H]2C(NCC2)=O)NC(=O)[C@@H]2[C@H]1C([C@H]1CN2C(=O)OC(C)(C)C)(C)C)=O tert-butyl (1R,2S,5S)-2-({(2S)-1-(1,3-benzothiazol-2-yl)-1-oxo-3-[(3S)-2-oxopyrrolidin-3-yl]propan-2-yl}carbamoyl)-6,6-dimethyl-3-azabicyclo[3.1.0]hexane-3-carboxylate